N-Boc-6-bromohexanamine C(=O)(OC(C)(C)C)NCCCCCCBr